OC1=C(C(C)(C)C=2C=C(C=C(C2)N2N=C3C(=N2)C=CC=C3)C(C3=CC=CC=C3)(C)C)C=CC=C1 2-[2'-hydroxy-3,5-bis-(α,α-dimethylbenzyl)phenyl]-2H-benzotriazole